diethylsebacate C(C)OC(CCCCCCCCC(=O)OCC)=O